C(=O)(O)CN(CCN(CCC(=O)O)CC(=O)O)CC(=O)O N-[2-[bis(carboxymethyl)amino]ethyl]-N-(carboxymethyl)-β-Alanine